BrC1=C(C(=C(C(=O)OC)C=C1C(F)(F)F)NC(NC(C(Cl)(Cl)Cl)=O)=O)F methyl 4-bromo-3-fluoro-2-[(2,2,2-trichloroacetyl)carbamoylamino]-5-(trifluoromethyl)benzoate